C(C1=CC=CC=C1)OC=1C=C2C(=NC1)[C@@]1([C@H]([C@H]([C@](O2)(C1=O)C1=CC=C(C=C1)Br)C1=CC=CC=C1)C(=O)OC)O |&1:17| rac-methyl (7S,8S,9R)-3-(benzyloxy)-6-(4-bromophenyl)-9-hydroxy-10-oxo-7-phenyl-6,7,8,9-tetrahydro-6,9-methanooxepino[3,2-b]pyridine-8-carboxylate